C(C1=CC=CC=C1)OC1=CC=2C=NC(=C(C2O1)Br)Br (benzyloxy)-6,7-dibromofuro[3,2-c]pyridine